3-endo-(8-{2-[(2-methanesulfonylacetyl)-(4-trifluoromethyl-cyclohexyl-methyl)amino]ethyl}-8-azabicyclo[3.2.1]oct-3-yl)-benzamide TFA salt OC(=O)C(F)(F)F.CS(=O)(=O)CC(=O)N(CCN1C2CC(CC1CC2)C=2C=C(C(=O)N)C=CC2)CC2CCC(CC2)C(F)(F)F